N-[2-methoxy-6-(4,5,6,7-tetrahydroimidazo[4,5-c]pyridin-1-yl)-3-pyridyl]-5-methyl-3-phenyl-isoxazole-4-carboxamide hydrochloride Cl.COC1=NC(=CC=C1NC(=O)C=1C(=NOC1C)C1=CC=CC=C1)N1C=NC=2CNCCC21